C(CCCCCC)OCC(CC)(O)COCCCCCCC bis((heptyloxy)methyl)propan-1-ol